C1(CCCC1)N1C(C=CC2=CN=C(C=C12)NC1=C(C=C(C=C1)S(=O)(=O)C1CC2(C1)CCN(CC2)C(=O)OC(C)(C)C)C)=O Tert-butyl 2-((4-((1-cyclopentyl-2-oxo-1,2-dihydro-1,6-naphthyridin-7-yl)amino)-3-methylphenyl)sulfonyl)-7-azaspiro[3.5]nonane-7-carboxylate